ClC1=CNC2=NC=C(C=C21)C2=NN1C(C3(OCC1)CN(C3)CC=3NC=CN3)=C2 2'-(3-chloro-1H-pyrrolo[2,3-b]pyridin-5-yl)-1-[(1H-imidazol-2-yl)methyl]-6',7'-dihydrospiro[azetidine-3,4'-pyrazolo[5,1-c][1,4]oxazine]